(pentamethylcyclopentadienyl)(n-propylcyclopentadienyl)zirconium dichloride [Cl-].[Cl-].CC1=C(C(=C(C1(C)[Zr+2]C1(C=CC=C1)CCC)C)C)C